(S)-N,N'-(2-Chloro-2'-methylbiphenyl-3,3'-diyl)bis(5-((S)-2-hydroxypropyl)-1-methyl-4,5,6,7-tetrahydro-1H-imidazo[4,5-c]pyridin-2-carboxamid) ClC1=C(C=CC=C1NC(=O)C=1N(C2=C(CN(CC2)C[C@H](C)O)N1)C)C1=C(C(=CC=C1)NC(=O)C=1N(C2=C(CN(CC2)C[C@H](C)O)N1)C)C